FC(C1=C(C=CC(=O)NC(=N)N)C=CC=C1)(F)F 2-(Trifluoromethyl)cinnamoylguanidin